C(#N)C1=C(C=CC=C1C)C1=CC=C(C=C1)C(=O)O 2'-Cyano-3'-methyl-[1,1'-biphenyl]-4-carboxylic acid